CC=1C=C2C(=CC(=C(C2=CC1)OC(C(=C)C)=O)SC1=CC=CC=C1)OC 6-methyl-2-phenylthio-4-methoxy-1-methacryloyloxynaphthalene